3-((4-(3-(4-(6-((6-acetyl-8-cyclopentyl-5-methyl-7-oxo-7,8-dihydropyrido[2,3-d]pyrimidin-2-yl)amino)pyridin-3-yl)piperazine-1-carbonyl)azetidin-1-yl)phenyl)amino)piperidine-2,6-dione C(C)(=O)C1=C(C2=C(N=C(N=C2)NC2=CC=C(C=N2)N2CCN(CC2)C(=O)C2CN(C2)C2=CC=C(C=C2)NC2C(NC(CC2)=O)=O)N(C1=O)C1CCCC1)C